C(C)(=O)N1[C@H](CCC2=CC(=CC=C12)C1=CC=C(CNC(=O)C2=NN3C(C(=CC(=C3)Br)N3CCOCC3)=N2)C=C1)C (S)-N-(4-(1-Acetyl-2-methyl-1,2,3,4-tetrahydroquinolin-6-yl)benzyl)-6-bromo-8-morpholino-[1,2,4]triazolo[1,5-a]pyridine-2-carboxamide